2,7-di([1,1'-biphenyl]-2-yl)-10H-spiro[acridine-9,9'-xanthene] C1(=C(C=CC=C1)C1=CC2=C(C=C1)NC1=CC=C(C=C1C21C2=CC=CC=C2OC=2C=CC=CC12)C1=C(C=CC=C1)C1=CC=CC=C1)C1=CC=CC=C1